tert-butyl (3-{3-[(4-methyl-5-sulfanyl-4H-1,2,4-triazol-3-yl)methyl]oxetan-3-yl}phenyl)carbamate CN1C(=NN=C1S)CC1(COC1)C=1C=C(C=CC1)NC(OC(C)(C)C)=O